6-((4-((5-Cyclopropyl-3-(3,5-dichloropyridin-4-yl)isoxazol-4-yl)methoxy)bicyclo[2.2.2]octan-1-yl)ethynyl)-1-methyl-1H-pyrrolo[2,3-b]pyridin C1(CC1)C1=C(C(=NO1)C1=C(C=NC=C1Cl)Cl)COC12CCC(CC1)(CC2)C#CC2=CC=C1C(=N2)N(C=C1)C